C(#N)C1=CC2=C(N(C(N=C2N2CC3C(C2)CN(C3)C(=O)[O-])=O)C=3C(=NC=CC3C)C(C)C)N=C1C1=C(C=CC=C1)OC 5-(6-cyano-1-(2-isopropyl-4-methylpyridin-3-yl)-7-(2-methoxyphenyl)-2-oxo-1,2-Dihydropyrido[2,3-d]pyrimidin-4-yl)hexahydropyrrolo[3,4-c]pyrrole-2(1H)-carboxylate